C(#C)C(C=O)(O)CO 2-ethynyl-glyceraldehyde